NCC(CC1=CC=C(C=C1)C(F)(F)F)O 1-Amino-3-[4-(trifluoromethyl)phenyl]propan-2-ol